methyl 3-(2-acetyl-6-oxo-2,5-diazaspiro[3.4]octan-7-yl)-2-aminopropanoate C(C)(=O)N1CC2(C1)NC(C(C2)CC(C(=O)OC)N)=O